OC(C(=O)C1=CC=C(C=C1)OC1=CC=C(C=C1)C(C(C)(C)O)=O)(C)C 2-hydroxy-1-{4-[4-(2-hydroxy-2-methylpropionyl)phenoxy]Phenyl}-2-methyl-propan-1-one